N-(2-(1-Benzylpiperidin-4-yl)ethyl)-5-(2-(piperidin-4-yloxy)phenyl)thiophene-2-carboxamide C(C1=CC=CC=C1)N1CCC(CC1)CCNC(=O)C=1SC(=CC1)C1=C(C=CC=C1)OC1CCNCC1